FC=1C=NC=CC1B(O)O 3-fluoro-4-pyridineboronic acid